F[C@@]12[C@@H](CNCC1)CN(C2=O)C=2C=C(C=CC2)/C=C/C(=O)O (E)-3-(3-((3as,7ar)-7a-fluoro-1-oxooctahydro-2H-pyrrolo[3,4-c]pyridin-2-yl)phenyl)acrylic acid